C(C)(C)(C)C1N2C(C3=CC(=C(C=C3C1)OCCCOC)Cl)=CC(C(=C2)C2=NC=CC=C2)=O 6-(tert-butyl)-10-chloro-9-(3-methoxypropoxy)-3-(pyridin-2-yl)-6,7-dihydro-2H-pyrido[2,1-a]Isoquinolin-2-one